N-(4-((S*)-2-(3-chloro-2-fluorophenyl)propyl)-6-(((R)-1-hydroxy-4-methylpentan-2-yl)amino)-1,3,5-triazin-2-yl)methanesulfonamide ClC=1C(=C(C=CC1)[C@H](CC1=NC(=NC(=N1)N[C@@H](CO)CC(C)C)NS(=O)(=O)C)C)F |o1:7|